C(C)(C)(C)OC(=O)N1C(CC2(CC1)OCCC1=C2SC(=C1CO)C(F)(F)F)C 3-(hydroxymethyl)-2'-methyl-2-(trifluoromethyl)spiro[4,5-dihydrothieno[2,3-c]pyran-7,4'-piperidine]-1'-carboxylic acid tert-butyl ester